2,5-dimethylpyrazolo[1,5-a]pyrimidin-7-amine CC1=NN2C(N=C(C=C2N)C)=C1